COC1=C(C=O)C=CC(=C1)[N+](=O)[O-] 2-methoxy-4-nitrobenzaldehyde